4-(5-bromo-2,3-difluorophenoxy)-2-fluorobutanoic acid BrC=1C=C(C(=C(OCCC(C(=O)O)F)C1)F)F